N6-((benzyloxy)carbonyl)-N2-(N6-(tert-butoxycarbonyl)-L-lysyl)-L-lysine tert-butyl ester C(C)(C)(C)OC([C@@H](NC([C@@H](N)CCCCNC(=O)OC(C)(C)C)=O)CCCCNC(=O)OCC1=CC=CC=C1)=O